C1=CC=CC=2C3=CC=CC=C3C(C12)COC(=O)NC(C(=O)O)CCCC1=CC=CC=C1 ((((9H-fluoren-9-yl)methoxy)carbonyl)amino)-5-phenylpentanoic acid